8-(tert-butyl) 3-ethyl 2-(((trifluoromethyl) sulfonyl) oxy)-8-azabicyclo[3.2.1]oct-2-ene-3,8-dicarboxylate FC(S(=O)(=O)OC=1C2CCC(CC1C(=O)OCC)N2C(=O)OC(C)(C)C)(F)F